C(C)OC(=O)C1=C(SC2=C1C=CC(=C2Cl)O)N(CC2=C(C=CC=C2)Cl)C(C)=O 2-[acetyl-(2-chlorobenzyl)amino]-7-chloro-6-hydroxy-1-benzothiophene-3-carboxylic acid ethyl ester